ClC1=CC(=C(C=C1F)NC1=NC(=NC=N1)NC=1C(=CC(=C(C1)NC(C=C)=O)N1[C@H](CCC1)CN(C)C)OC)C(C)(C)O (R)-N-(5-(4-(4-chloro-5-fluoro-2-(2-hydroxypropan-2-yl)phenylamino)-1,3,5-triazin-2-ylamino)-2-(2-((dimethylamino)methyl)pyrrolidin-1-yl)-4-methoxyphenyl)acrylamid